C(C=C)(=O)N1CCN(CC1)C1(CCOCC1)C1=CC=C(C=C1)[C@H](C)NC=1N=CC2=C(N(C(OC2)=O)CC)N1 7-{[(1S)-1-{4-[4-(4-acryloylpiperazin-1-yl)tetrahydro-2H-pyran-4-yl]phenyl}ethyl]amino}-1-ethyl-1,4-dihydro-2H-pyrimido[4,5-d][1,3]oxazin-2-one